BrC1=C(C=C2C=NN(C2=C1)CCNC(C)=O)F N-[2-(6-bromo-5-fluoroindazol-1-yl)ethyl]acetamide